CC1(CC1)CN1CCC(CC1)N1N=CC(=C1)CC=1C=2C3=C(C(N(C3=CC1)C1C(NC(CC1)=O)=O)=O)C=CC2 3-(6-((1-(1-((1-methylcyclopropyl)methyl)piperidin-4-yl)-1H-pyrazol-4-yl)methyl)-2-oxobenzo[cd]indol-1(2H)-yl)piperidine-2,6-dione